xylylene chloride C=1(C(=CC=CC1)CCl)CCl